C1(=CC=CC2=CC=CC=C12)CN1CCNCC1 1-(naphthalen-1-ylmethyl)piperazine